2-(4-chlorophenyl)-1-(6-((4,6-dimethoxypyrimidin-2-yl)methyl)-2,6-diazaspiro[3.3]heptan-2-yl)ethanone ClC1=CC=C(C=C1)CC(=O)N1CC2(C1)CN(C2)CC2=NC(=CC(=N2)OC)OC